COC1=C(C=CC(=C1)OC)CN(C=1N=C2C=C(C=NC2=C(C1)C)C(C#N)N1C(C2=CC=CC=C2C1=O)=O)CC1=C(C=C(C=C1)OC)OC 2-[6-[bis[(2,4-dimethoxyphenyl)methyl]amino]-8-methyl-1,5-naphthyridin-3-yl]-2-(1,3-dioxoisoindolin-2-yl)acetonitrile